NCCCC=1C=C(C(=O)N(C)C2C(NC(CC2)=O)=O)C=CC1 3-(3-Aminopropyl)-N-(2,6-dioxopiperidin-3-yl)-N-methylbenzamide